tert-butyl (S)-(tert-butoxycarbonyl)(5-((3-((2-methoxy-3-methylbenzyl)amino)-4-oxo-4,6,7,8-tetrahydropyrrolo[1,2-a]pyrimidine-6-carboxamido)methyl)-6-methylpyridin-2-yl)carbamate C(C)(C)(C)OC(=O)N(C(OC(C)(C)C)=O)C1=NC(=C(C=C1)CNC(=O)[C@@H]1CCC=2N1C(C(=CN2)NCC2=C(C(=CC=C2)C)OC)=O)C